butyl 4-(3,4-dihydro-2,7-naphthyridin-2(1H)-yl)piperidine-1-carboxylate C1N(CCC2=CC=NC=C12)C1CCN(CC1)C(=O)OCCCC